4-iodo-5-methyl-1-(tetrahydro-2H-pyran-2-yl)-1H-imidazole IC=1N=CN(C1C)C1OCCCC1